CC1CN(CCN1C)CC(=O)NCC=1C=CC=2NC3=CC=C(C=C3OC2C1)C(F)(F)F 2-(3,4-Dimethylpiperazin-1-yl)-N-((7-(trifluoromethyl)-10H-phenoxazin-3-yl)methyl)acetamide